C[Si](C)(C)C(C(=O)N)[Si](C)(C)C bis(Trimethylsilyl)acetamide